C[Si](C#CCOC1=C(SC=C1)CC(C)N)(C)C ((3-((3-(trimethylsilyl)prop-2-yn-1-yl)oxy)thiophen-2-yl)methyl)ethanamine